5-[3-ethylsulfanyl-6-(trifluoromethyl)indazol-2-yl]-1-(2,2,3,3,3-pentafluoropropyl)pyrazolo[3,4-c]pyridine C(C)SC=1N(N=C2C=C(C=CC12)C(F)(F)F)C=1C=C2C(=CN1)N(N=C2)CC(C(F)(F)F)(F)F